C(C)OC(=O)C=1C=C(NC1C1=C(C=CC=C1)[N+](=O)[O-])C1=CC=C(C=C1)OC (4-methoxyphenyl)-5-(2-nitrophenyl)Azole-4-carboxylic acid ethyl ester